ClC=1C=C(CCN2C[C@@H](CCC2)CCC2=CC=C(C=C2)S(=O)(=O)C)C=CC1 (R)-1-(3-chlorophenethyl)-3-(4-(methylsulfonyl)phenethyl)piperidine